ClC1=C(C(=O)N2COC3=C(C2)C=CC=C3C3=CC(=C(C(=O)O)C=C3F)N3C2COCC3CC2)C(=CC(=C1)C1=C2C(=NC=C1)N(N=N2)C)Cl 4-[3-[2,6-dichloro-4-(3-methyltriazolo[4,5-b]pyridin-7-yl)benzoyl]-2,4-dihydro-1,3-benzoxazine-8-yl]-5-fluoro-2-(3-oxa-8-azabicyclo[3.2.1]octan-8-yl)benzoic acid